C(C)(C)OC1=NC(=CC2=CC=CC=C12)C(=O)O 1-isopropoxyisoquinoline-3-carboxylic acid